3-isobutyl-5-(3-phenyl-pyrazol-4-yl)-imidazo[4,5-b]pyridin-2-ylamine C(C(C)C)N1C(=NC=2C1=NC(=CC2)C=2C(=NNC2)C2=CC=CC=C2)N